O=C1NC2(C(N1)=O)C(CCC2)CNC(=O)NCC2=CC=C(C=C2)F 1-((2,4-dioxo-1,3-diazaspiro[4.4]nonane-6-yl)methyl)-3-(4-fluorobenzyl)urea